3-(6-((4-(4-amino-3-(4-phenoxyphenyl)-1H-pyrazolo[3,4-d]pyrimidin-1-yl)piperidin-1-yl)methyl)-5-fluoropyridazin-3-yl)piperidine-2,6-dione NC1=C2C(=NC=N1)N(N=C2C2=CC=C(C=C2)OC2=CC=CC=C2)C2CCN(CC2)CC2=C(C=C(N=N2)C2C(NC(CC2)=O)=O)F